C1(CC1)C1=C(C(=C2C(=N1)CCC2)NC(=O)N=[S@](=O)(N)C=2SC=C(C2F)C(C)(C)O)C2CC2 (R)-N'-((2,3-dicyclopropyl-6,7-dihydro-5H-cyclopenta[b]pyridin-4-yl)carbamoyl)-3-fluoro-4-(2-hydroxypropan-2-yl)thiophene-2-sulfonimidamide